N-((5-(5-acetylthiophen-2-yl)-7-chlorobenzofuran-2-yl)methyl)-3-(6-aminopyridin-3-yl)acrylamide C(C)(=O)C1=CC=C(S1)C=1C=C(C2=C(C=C(O2)CNC(C=CC=2C=NC(=CC2)N)=O)C1)Cl